(R)-N-((5-bromo-3-fluoropyridin-2-yl)methylene)-2-methylpropane-2-sulfinamide BrC=1C=C(C(=NC1)C=N[S@](=O)C(C)(C)C)F